CC1=NN(C=2C3=C(C(C(C12)=O)=O)C=CC=C3)C3=CC=CC1=CC=CC=C31 3-methyl-1-(naphthalen-1-yl)-1H-benzo[g]indazole-4,5-dione